The molecule is a 3-oxo-Delta(4)-steroid that is progesterone in which the hydrogen at the 6beta-position is substituted by a hydroxy group. It is a 20-oxo steroid, a 3-oxo-Delta(4) steroid and a 6beta-hydroxy steroid. CC(=O)[C@H]1CC[C@@H]2[C@@]1(CC[C@H]3[C@H]2C[C@H](C4=CC(=O)CC[C@]34C)O)C